C(C)(C)(C)OC(=O)N1C(C=2C(=CC=3CN(CCC3N2)CC2=CC=CC=C2)C1)O 7-benzyl-3-hydroxy-1,3,5,6,7,8-hexahydro-2,4,7-triaza-cyclopenta[b]naphthalene-2-carboxylic acid tert-butyl ester